(R)-5-(3-(isoxazolidin-3-yl)phenyl)pyridin-2-ol O1N[C@H](CC1)C=1C=C(C=CC1)C=1C=CC(=NC1)O